methyl 2-(4-(6-(benzyloxy) pyridin-2-yl)-2-fluorobenzyl)-1-(2-methoxyethyl)-1H-benzo[d]imidazole-6-carboxylate C(C1=CC=CC=C1)OC1=CC=CC(=N1)C1=CC(=C(CC2=NC3=C(N2CCOC)C=C(C=C3)C(=O)OC)C=C1)F